N-[(15aS,16R)-7-Chloro-17,17,20-trifluoro-1-oxo-2,3,15a,16,17,18-hexahydro-1H,15H-4,8-(azeno)-14,10-(metheno)pyrrolo[1,2-j][1,8,10]oxadiazacycloheptadecin-16-yl]cyclopropanesulfonamide ClC1=C2OC=3C=CC=C(C[C@@H]4N(C(NCC(C=C1)=N2)=O)CC([C@@H]4NS(=O)(=O)C4CC4)(F)F)C3F